COC(=O)C1=NN2C(C=C(C=C2)Br)=C1C(=O)OC 5-bromopyrazolo[1,5-a]pyridine-2,3-dicarboxylic acid dimethyl ester